BrC1=CC=C(C=C1)C(CO)(C)N 3-(4-bromophenyl)oxabutan-3-amine